CC1NCCOC12COC2 9-methyl-2,5-dioxa-8-azaspiro[3.5]-nonane